N,N'-di(t-butyl)ethylenediamine C(C)(C)(C)NCCNC(C)(C)C